C(C1=CC=CC=C1)OC1=NC(=CC=C1C1=NN(C2=C(C=CC=C12)N1CCN(CC1)C(=O)[C@H]1[C@@H](CN(CC1)C(=O)OC(C)(C)C)F)C)O trans-tert-butyl 4-(4-(3-(2-(benzyloxy)-6-hydroxypyridin-3-yl)-1-methyl-1H-indazol-7-yl)piperazine-1-carbonyl)-3-fluoropiperidine-1-carboxylate